5-((3-(((3-ethyl-2-oxo-1,2-dihydroquinolin-7-yl)methyl)amino)cyclobutyl)amino)-6-fluoro-N-methylpicolinamide C(C)C=1C(NC2=CC(=CC=C2C1)CNC1CC(C1)NC=1C=CC(=NC1F)C(=O)NC)=O